methyl-titanium (iv) triisopropoxide CC([O-])C.CC([O-])C.CC([O-])C.C[Ti+3]